BrC=1C(=NC(=NC1)N1CC(C1)(C)OC)C(=O)OCC ethyl 5-bromo-2-(3-methoxy-3-methylazetidin-1-yl)pyrimidine-4-carboxylate